6-Hydroxy-5-(4-sulfophenylazo)-naphthalin OC=1C(=C2C=CC=CC2=CC1)N=NC1=CC=C(C=C1)S(=O)(=O)O